2-ethylbutyl ((S)-(((2R,3S,5R)-5-(6-amino-2-fluoro-9H-purin-9-yl)-2-ethynyl-3-(((heptan-4-yloxy)carbonyl)oxy)tetrahydrofuran-2-yl)methoxy)(phenoxy)phosphoryl)-L-phenylalaninate NC1=C2N=CN(C2=NC(=N1)F)[C@H]1C[C@@H]([C@@](O1)(C#C)CO[P@](=O)(OC1=CC=CC=C1)N[C@@H](CC1=CC=CC=C1)C(=O)OCC(CC)CC)OC(=O)OC(CCC)CCC